dimethyl ((E)-2-((2R,3R,4R,5R)-5-(3-benzoyl-2,4-dioxo-3,4-dihydropyrimidin-1(2H)-yl)-3-((tert-butyldimethylsilyl)oxy)-4-(ethylthio)tetrahydrofuran-2-yl)vinyl)phosphonate C(C1=CC=CC=C1)(=O)N1C(N(C=CC1=O)[C@H]1[C@@H]([C@@H]([C@H](O1)/C=C/P(OC)(OC)=O)O[Si](C)(C)C(C)(C)C)SCC)=O